COC(CCC1=CC(=CC=C1)C(C)(O)C1=CN=C(N1)C1=C(C=CC(=C1)OC=1C(=C2C=CNC2=CC1F)C)F)=O.NCCC[Si](OCCOC)(OCCOC)OCCOC 3-aminopropyltris(methoxy-ethoxy)silane Methyl-3-(3-(1-(2-(2-fluoro-5-((6-fluoro-4-methyl-1H-indol-5-yl)oxy)phenyl)-1H-imidazol-5-yl)-1-hydroxyethyl)phenyl)propanoate